FC1=C(OC(=O)C=2SC3=C(C2)C=C(C=C3)C(=O)P(O)(O)=O)C(=C(C(=C1F)F)F)F 2-(2,3,4,5,6-Pentafluorophenoxycarbonyl)-1-benzothiophene-5-carbonylphosphonic acid